ClC=1C=C(C=CC1C#N)NC([C@@](CN1C=C(C2=CC(=CC=C12)F)C1=CC=CC=C1)(C)O)=O (S)-N-(3-chloro-4-cyanophenyl)-3-(5-fluoro-3-phenyl-1H-indol-1-yl)-2-hydroxy-2-methylpropanamide